5-(1-Cyanocyclobutyl)-3-((3,5-dichloro-2-hydroxyphenyl)sulfonamido)-2-hydroxy-N-methylbenzamide C(#N)C1(CCC1)C=1C=C(C(=C(C(=O)NC)C1)O)NS(=O)(=O)C1=C(C(=CC(=C1)Cl)Cl)O